NCCCN1C=NC=C1 1-(3-Aminopropyl)imidazole